N1C=CC2=CC=C(C=C12)C=1N=C(C=2N(C1)N=CN2)NC2=CC(=C(C=C2)N2C1CN(C(C2)C1)C1COC1)OC(C)C 6-(1H-indol-6-yl)-N-(3-isopropoxy-4-(5-(oxetan-3-yl)-2,5-diazabicyclo[2.2.1]heptan-2-yl)phenyl)-[1,2,4]triazolo[1,5-a]pyrazin-8-amine